N-(2-bromoethyl)-1,3-dimethyl-imidazole-2-imine BrCCN=C1N(C=CN1C)C